S1C(=NC2=C1C=CC=C2)NC(=O)C=2C=CC=C1CCN(CC21)C2=CC=C(C(=N2)C(=O)NS(=O)(=O)CCCCCC(=O)O)C=2C=NN(C2C)C 6-(N-(6-(8-(benzo[d]thiazol-2-ylcarbamoyl)-3,4-dihydroisoquinolin-2(1H)-yl)-3-(1,5-dimethyl-1H-pyrazol-4-yl)picolinoyl)sulfamoyl)hexanoic acid